NC1=CC=C(C=C1)C1=CC(NN1C(=O)OC(C)(C)C)=O Tert-butyl 5-(4-aminophenyl)-3-oxo-2,3-dihydro-1H-pyrazole-1-carboxylate